3,4,5,6-tetrafluorobenzoate FC=1C=C(C(=O)[O-])C(=C(C1F)F)F